FC(CCC1=C(NC=C1C(=O)N)C(C)C)(F)F 3-(3,3,3-trifluoropropyl)iso-propylAzole-4-carboxamide